ClC1=CC=C(C=C1)C=1N=CN(C1C1=CC(=NC=C1)C(F)(F)F)CC(=O)N1CCC2(CNC2)CC1 2-[4-(4-chlorophenyl)-5-[2-(trifluoromethyl)-4-pyridyl]imidazol-1-yl]-1-(2,7-diazaspiro[3.5]nonan-7-yl)ethanone